6-(4-((3,3-dimethyl-5-(4-methyl-1-oxo-1,3-dihydroisobenzofuran-5-yl)piperazin-1-yl)methyl)-5-methyl-2H-1,2,3-triazol-2-yl)-4-methylpyridine-3-carbonitrile CC1(CN(CC(N1)C=1C(=C2COC(C2=CC1)=O)C)CC1=NN(N=C1C)C1=CC(=C(C=N1)C#N)C)C